propanal O-(2-oxo-2-(4-(5-(trifluoromethyl)pyridin-2-yl)piperazin-1-yl)ethyl) oxime O=C(CON=CCC)N1CCN(CC1)C1=NC=C(C=C1)C(F)(F)F